[Si](C)(C)(C(C)(C)C)OCCC1=CC=C(C=C1)NC1C(NC(CC1)=O)=O 3-((4-(2-((tert-butyldimethylsilyl)oxy)ethyl)phenyl)amino)piperidine-2,6-dione